C(=O)(O)C[N+](C)(C)CCCCCCCCCCCC N-carboxymethyl-N,N-dimethyl-dodecylammonium